thiocyanate palladium [Pd+2].[S-]C#N.[S-]C#N